O1C(CCCC1)O[C@@H]1CO[C@@H]2[C@@H](CO[C@H]12)OC=1N(C2=CC(=C(N=C2N1)C1=CC=C(C=C1)Br)Cl)COCC[Si](C)(C)C {2-[(2-{(1R,4R,5R,8R)-8-(tetrahydro-2H-pyran-2-yloxy)-2,6-dioxabicyclo[3.3.0]oct-4-yloxy}-5-(p-bromophenyl)-6-chloro-1H-1,3,4-triazainden-1-yl)methoxy]ethyl}tris(methyl)silane